ClC=1C(=NC=CN1)N1CCC(CC1)(C(=O)O)CC(N(C1=CC=CC=C1)C1=CC=CC=C1)=O 1-(3-Chloropyrazin-2-yl)-4-[2-oxo-2-(N-phenylanilino)ethyl]piperidine-4-carboxylic acid